COC=1C=C(C=CC1OC)CCN=C=C(C(=O)[O-])C1=CC=CC=C1 3-((3,4-Dimethoxyphenylethyl) imino)-2-phenylacrylate